C12C(C3CC(CC(C1)C3)C2)NC(=O)C=2NC=C(C2)C2=C(C=C(C=C2)C)C N-(adamantan-2-yl)-4-(2,4-dimethylphenyl)-1H-pyrrole-2-carboxamide